Pyrazolo[1,5-A]pyrazine N1=CC=C2N1C=CN=C2